COCOC1=CC=CC2=CC=CC(=C12)OCOC 1,8-bis(methoxymethoxy)naphthalene